ClCC=1C=CC(=C(CC=2C(=NC(=NC2C)N)N[C@H](CCOC)CCCC)C1)OC (S)-5-(5-(chloromethyl)-2-methoxybenzyl)-N4-(1-methoxyheptan-3-yl)-6-methylpyrimidine-2,4-diamine